5-(1-benzoyl-1H-indol-5-yl)-6-methoxy-6-oxo-1-phenylhexane-3-yl benzoate C(C1=CC=CC=C1)(=O)OC(CCC1=CC=CC=C1)CC(C(=O)OC)C=1C=C2C=CN(C2=CC1)C(C1=CC=CC=C1)=O